ClC=1N=C(C2=C(N1)CC(OC2)C2=C1C=NNC1=CC=C2C)Cl 2,4-dichloro-7-(5-methyl-1H-indazol-4-yl)-7,8-dihydro-5H-pyrano[4,3-d]pyrimidine